C(C1=CC=CC=C1)OC(=O)N1[C@H]2[C@H](N(C[C@@H]1CC2)C(=O)N2C1=C(C=CC3=C2C=CC=C3)C=CC=C1)C(=O)O (1R,2S,5S)-8-((benzyloxy)carbonyl)-3-(5H-dibenzo[b,f]azepine-5-carbonyl)-3,8-diazabicyclo[3.2.1]octane-2-carboxylic acid